5-thioxo-2-pyrrolidone S=C1CCC(N1)=O